C(CC=C)C1CCN(CC1)C(=O)OC(C)(C)C tert-Butyl 4-(but-3-en-1-yl)piperidine-1-carboxylate